1,4-difluoro-1-butene FC=CCCF